calcium iodopyrazinedicarboxylic acid IC=1N=C(C(=NC1)C(=O)O)C(=O)O.[Ca]